(R)-(-)-1-(2-naphthyl)ethylamine C1=C(C=CC2=CC=CC=C12)[C@@H](C)N